CC(C)(CC(C)(C)C)N1C(N(C=C1)C(C)(CC(C)(C)C)C)=[Ag-2]Cl 1,3-bis(2,4,4-trimethylpentan-2-yl)-2,3-dihydro-1H-imidazol-2-ylidenesilver(I) chloride